(2-hydroxy-2-methylpropyl)-2-oxooxazolidine-3-sulfonate OC(COS(=O)(=O)N1C(OCC1)=O)(C)C